5-(3-cyano-6-(4-fluorophenethyl)-2-isopropoxy-5-(5-methyl-1,3,4-oxadiazol-2-yl)pyridin-4-yl)-N-(3,4-difluorobenzyl)thiophene-2-carboxamide C(#N)C=1C(=NC(=C(C1C1=CC=C(S1)C(=O)NCC1=CC(=C(C=C1)F)F)C=1OC(=NN1)C)CCC1=CC=C(C=C1)F)OC(C)C